2-(2-fluoro-4-(pentafluoro-λ6-sulfaneyl)phenyl)acetic acid FC1=C(C=CC(=C1)S(F)(F)(F)(F)F)CC(=O)O